N-(2-(2-chlorophenyl)-3-(4-chlorophenyl)-5,6,7,8-tetrahydro-2H-oxepino[3,2-c]pyrazol-8-yl)-1-(2,2,2-trifluoroethyl)piperidine-4-carboxamide ClC1=C(C=CC=C1)N1N=C2C(=C1C1=CC=C(C=C1)Cl)OCCCC2NC(=O)C2CCN(CC2)CC(F)(F)F